COCCN1CC2=CC=C(C=C2CC1)NC1=NC=C(C(=N1)NC1=C(C(=O)NC)C=CC=C1)C(F)(F)F 2-((2-((2-(2-methoxyethyl)-1,2,3,4-tetrahydroisoquinolin-6-yl)amino)-5-(trifluoromethyl)pyrimidin-4-yl)amino)-N-methylbenzamide